C(=O)[C@@H]1[C@H](C1)C(=O)OC(C)(C)C Tert-butyl (1S,2S)-2-formylcyclopropane-1-carboxylate